[N+](=O)([O-])C1=CC=C2CCCN(C2=C1)C(=O)OC(C)(C)C tert-butyl 7-nitro-3,4-dihydroquinoline-1(2H)-carboxylate